ClC1=CC2=C(N(C([C@@H](N=C2C2=CC=CC=C2)C2CCCCCC2)=O)CCC(=O)O)C=C1 (S)-3-(7-chloro-3-cycloheptyl-2-oxo-5-phenyl-2,3-dihydro-1H-benzo[e][1,4]diazepin-1-yl)propionic acid